FC1=C(C=CC=C1)[C@H]1CC[C@H](N1CC1=CN=C(C(=C1)OC)C1=C(C=CC=C1)OC)C(=O)O (2S,5R)-5-(2-fluorophenyl)-1-(5-methoxy-6-(2-methoxyphenyl)nicotinyl)pyrrolidine-2-carboxylic acid